C(C)(C)(C)OC(=O)N1C=C(C=2N=C(N=C(C21)C2=CC=NC=C2)N2CCOCC2)C=2N=NC(=CC2)OC 7-(6-methoxypyridazin-3-yl)-2-morpholino-4-(pyridin-4-yl)-5H-pyrrolo[3,2-d]pyrimidine-5-carboxylic acid tert-butyl ester